C(C)(C)(C)OC(=O)N[C@@H]([C@@H](C(=O)OCC=C)C)C1=CC=C(C=C1)Cl Allyl (2S,3S)-3-((tert-butoxycarbonyl)amino)-3-(4-chlorophenyl)-2-methylpropanoate